tert-butyl N-[5-[[3-[6-amino-3-[3-(3,3,3-trifluoro-2,2-dimethyl-propoxy)pyrazol-1-yl]pyrazin-2-yl]-2-pyridyl]amino]pentyl]carbamate NC1=CN=C(C(=N1)C=1C(=NC=CC1)NCCCCCNC(OC(C)(C)C)=O)N1N=C(C=C1)OCC(C(F)(F)F)(C)C